CN1C(C(=CC2=CC(=CC=C12)C1=CC=C(C=C1)C1CCN(CC1)C1COC1)C1=CC=CC=C1)=O 1-methyl-6-{4-[1-(oxetan-3-yl)piperidin-4-yl]phenyl}-3-phenyl-1,2-dihydroquinolin-2-one